CC1(SC=CC(C1)=O)C 2,2-dimethylthiopyran-4-one